tert-butyl (R)-4-(2-(((R)-1-((benzyloxy)carbonyl)pyrrolidin-3-yl)carbamoyl)-6-(2-ethoxyphenyl) pyridin-3-yl)-3-ethylpiperazine-1-carboxylate C(C1=CC=CC=C1)OC(=O)N1C[C@@H](CC1)NC(=O)C1=NC(=CC=C1N1[C@@H](CN(CC1)C(=O)OC(C)(C)C)CC)C1=C(C=CC=C1)OCC